OC=C(C(=O)NC(C)(C)C1=CC=CC=C1)C1=CC=C(C=C1)OC[C@H](CCC)C (2S)-3-Hydroxy-2-{4-[(2-methylpentyl)oxy]phenyl}-N-(2-phenylpropan-2-yl)propenamide